3-(3-((tert-butyldimethylsilyl)oxy)propoxy)-5-methyl-4-nitro-1-((tetrahydro-2H-pyran-4-yl)methyl)-1H-pyrazole [Si](C)(C)(C(C)(C)C)OCCCOC1=NN(C(=C1[N+](=O)[O-])C)CC1CCOCC1